CC1=CC=C(O1)CNC(=O)C=1C=C(C=CC1)NC1=NC=C(C=N1)C1=CC=C(C(=O)OCC)C=C1 Ethyl 4-(2-((3-(((5-methylfuran-2-yl)methyl)carbamoyl)phenyl)amino)pyrimidin-5-yl)benzoate